Cl.FC1=C(C=CC(=C1C(=O)C1=CNC2=NC=C(C=C21)N2CCNCC2)F)NS(=O)(=O)CCC N-(2,4-difluoro-3-(5-(piperazin-1-yl)-1H-pyrrolo[2,3-b]pyridine-3-carbonyl)phenyl)propane-1-sulfonamide HCl salt